C1(=CC=CC=C1)P(O)(O)(O)C1=CC=CC=C1.P(OC1=CC=CC=C1)(OC1=CC=CC=C1)O diphenyl hydrogen phosphite (diphenyl hydrogen phosphite)